tert-Butyl 6-(methylthio)-2-azaspiro[3.3]heptane-2-carboxylate CSC1CC2(CN(C2)C(=O)OC(C)(C)C)C1